C(C)(C)(C)OC(NC=1N=NC(=C(C1)OC)C(F)F)=O (6-(difluoromethyl)-5-methoxypyridazin-3-yl)carbamic acid tert-butyl ester